ClC1=C(C=CC=C1)C=1N=C(NC1C)CC=1SC=CC1 4-(2-Chlorophenyl)-5-methyl-2-(2-thienylmethyl)imidazole